5-(carboxyhydroxymethyl)-uracil C(=O)(O)C(C=1C(NC(NC1)=O)=O)O